2-(5-chloro-2-oxo-2,3-dihydro-1H-indol-1-yl)-N-(3-hydroxy-2,2-dimethylpropyl)acetamide ClC=1C=C2CC(N(C2=CC1)CC(=O)NCC(CO)(C)C)=O